1-amino-3-methoxypyridin-1-ium 2,4,6-trimethylbenzenesulfonate CC1=C(C(=CC(=C1)C)C)S(=O)(=O)[O-].N[N+]1=CC(=CC=C1)OC